ClC1=C(C(=CC=C1)C1=CC=C(C=C1)C(F)(F)F)C(=O)NCC1(NC(NC1=O)=O)C=1C=NN(C1C)C chloro-N-{[4-(1,5-dimethyl-1H-pyrazol-4-yl)-2,5-dioxoimidazolidin-4-yl]methyl}-4'-(trifluoromethyl)[biphenyl]-2-carboxamide